trimethyl-cyanosilane C[Si](C#N)(C)C